FC=1C=C(C=C(C1F)OC)C1=CN=CN1C 5-(3,4-difluoro-5-methoxy-phenyl)-1-methyl-imidazole